(R)-2-(4-(6-((4-cyano-2-fluorobenzyl)oxy)pyridin-2-yl)-2,5-difluorobenzyl)-1-((1-(methoxycarbonyl)pyrrolidin-2-yl)methyl)-1H-benzo[d]imidazole-6-carboxylic acid C(#N)C1=CC(=C(COC2=CC=CC(=N2)C2=CC(=C(CC3=NC4=C(N3C[C@@H]3N(CCC3)C(=O)OC)C=C(C=C4)C(=O)O)C=C2F)F)C=C1)F